Tert-butyl 3a,6a-dihydroxy-1-(methyl(m-tolyl)carbamoyl)-3-oxohexahydrocyclopenta[c]pyrrole-2(1H)-carboxylate OC12C(C(N(C1=O)C(=O)OC(C)(C)C)C(N(C=1C=C(C=CC1)C)C)=O)(CCC2)O